ClC1=CC=C(C=C1)C12CCN(CC2C1(F)F)C(=O)C1=CN(C2=C1C(N(C=C2C)C)=O)C 3-((6-(4-chlorophenyl)-7,7-difluoro-3-azabicyclo[4.1.0]hept-3-yl)carbonyl)-1,5,7-trimethyl-1,5-dihydro-4H-pyrrolo[3,2-c]pyridin-4-one